(1S,3S)-3-((6-(5-(((isobutoxycarbonyl)amino)methyl)-1-methyl-1H-1,2,3-triazol-4-yl)-2-(trifluoro-methyl)pyridin-3-yl)oxy)cyclohexane-1-carboxylic acid C(C(C)C)OC(=O)NCC1=C(N=NN1C)C1=CC=C(C(=N1)C(F)(F)F)O[C@@H]1C[C@H](CCC1)C(=O)O